3-((3-(1-(3-((2-(Dinonylamino)ethyl)(nonyl)amino)propanoyl)piperidin-4-yl)propyl)(nonyl)amino)propylhexanoate C(CCCCCCCC)N(CCN(CCC(=O)N1CCC(CC1)CCCN(CCCOC(CCCCC)=O)CCCCCCCCC)CCCCCCCCC)CCCCCCCCC